O1[C@H]2[C@@](CC1)(CCC2)NC(C2=CC(=NC=C2)N2C=NC=C2)=O N-((3aS,6aR)-hexahydro-3aH-cyclopenta[b]furan-3a-yl)-2-(1H-imidazol-1-yl)isonicotinamide